C(C)(C)(C)SSC(CO)(C)C 2-(tert-butyldisulfanyl)-2-methyl-propan-1-ol